7-(benzofuran-2-yl)imidazo[1,2-a]pyridine O1C(=CC2=C1C=CC=C2)C2=CC=1N(C=C2)C=CN1